ClC1=C(C=CC=C1)C(C(C)C=1N(C(C(=C(N1)C(=O)[O-])OC)=O)C)C1=NN=CN1C.[Li+] lithium 2-(1-(2-chlorophenyl)-1-(4-methyl-4H-1,2,4-triazol-3-yl) propan-2-yl)-5-methoxy-1-methyl-6-oxo-1,6-dihydropyrimidine-4-carboxylate